Cl.NC\C=C(\CN1N=NC2=C1C=C(C=C2C2=CC(=CC=C2)S(=O)(=O)C)C(=O)OC)/F methyl (Z)-1-(4-amino-2-fluoro-but-2-en-1-yl)-4-(3-(methylsulfonyl) phenyl)-1H-benzo[d][1,2,3]triazole-6-carboxylate hydrochloride